4-(2-cyclopropylethoxy)-3-methoxybenzoic acid C1(CC1)CCOC1=C(C=C(C(=O)O)C=C1)OC